diethanol ammonium lauryl-sulfate C(CCCCCCCCCCC)OS(=O)(=O)[O-].[NH4+].C(C)O.C(C)O